COC1=CC=C(CN(C2=NC=CC(=N2)C(C(=O)[O-])C(C)C)S(=O)(=O)C2CC2)C=C1.[K+] potassium 2-(2-(N-(4-methoxybenzyl) cyclopropanesulphonylamino) pyrimidin-4-yl)-3-methylbutanoate